C(CCCCCCCCCCCCCCCCCCCCC)CN(C)CCC docosyl-propyldimethylamine